ClC=1C=C(C=CC1)CNC=1C=NC2=CC=C(C=C2C1N1C[C@H](CCC1)NC(OC(C)(C)C)=O)C1=CN(C2=NC=C(C=C21)C(NC)=O)S(=O)(=O)C2=CC=C(C=C2)C tert-Butyl N-[(3S)-1-(3-{[(3-chlorophenyl)methyl]amino}-6-[1-(4-methylbenzene-sulfonyl)-5-(methylcarbamoyl)-1H-pyrrolo[2,3-b]pyridin-3-yl]quinolin-4-yl)piperidin-3-yl]carbamate